N-methyl-Methacrylamide CNC(C(=C)C)=O